C1N(CCC2=CC=CC=C12)CCNC([C@@H](CC1=CNC2=CC=CC=C12)NCCC1=CC=NC=C1)=O (R)-N-(2-(3,4-dihydroisoquinolin-2(1H)-yl)ethyl)-3-(1H-indol-3-yl)-2-((pyridin-4-yl-ethyl)amino)propanamide